dichlorodiphenylmethanethione ClC=1C(=C(C=CC1)C(=S)C1=CC=CC=C1)Cl